(diphenyltriazinyl)(dimethyltriphenyleneyl)terbenzene C1(=CC=CC=C1)C1=C(C(=NN=N1)C=1C(=C(C=CC1)C=1C(=CC=CC1)C1=CC=CC=C1)C1=C(C(=CC=2C3=CC=CC=C3C3=CC=CC=C3C12)C)C)C1=CC=CC=C1